C(C=1C(C(=O)[O-])=CC(C(=O)[O-])=CC1)(=O)OCCCCCCCCCCOC(C=C)=O acryloxydecyl trimellitate